(2S)-N-[2-[(4aR,5aS)-5,5-difluoro-5a-methyl-1H,4H,4aH,6H-cyclopropa[f]indazol-3-yl]-1H-indol-6-yl]-N-methyl-2-(piperazin-1-yl)propanamide FC1([C@@H]2CC=3C(=NNC3C[C@@]21C)C=2NC1=CC(=CC=C1C2)N(C([C@H](C)N2CCNCC2)=O)C)F